C1N(CCC2=CC=CC=C12)C1C(CN(CC1)C(=O)C1=CC(=NC=N1)NC1CCN(CC1)C(C)=O)O 4-((6-(4-(3,4-dihydroisoquinoline-2(1H)-yl)-3-hydroxypiperidin-1-carbonyl)pyrimidin-4-yl)amino)piperidin-1-ylethanone